C1C(CC2=CC=CC=C12)NC1=NC=C(C=N1)C1=NN=C(O1)C1(CCC1)C(=O)O 1-(5-(2-((2,3-dihydro-1H-inden-2-yl)amino)pyrimidin-5-yl)-1,3,4-oxadiazol-2-yl)cyclobutane-1-carboxylic acid